3-((4-(Methoxycarbonyl)-3-(6-azaspiro[2.5]oct-6-yl)phenyl)thio)azetidine-1-carboxylic acid tert-butyl ester C(C)(C)(C)OC(=O)N1CC(C1)SC1=CC(=C(C=C1)C(=O)OC)N1CCC2(CC2)CC1